tert-butyl (S)-3,3-dimethyl-4-((2-oxo-4-phenylpyridin-1(2H)-yl)methyl)piperidine-1-carboxylate CC1(CN(CC[C@@H]1CN1C(C=C(C=C1)C1=CC=CC=C1)=O)C(=O)OC(C)(C)C)C